CC1=CC=C(C(=O)OC[C@]2(O[C@H](C[C@@H]2OC(C2=CC=C(C=C2)C)=O)N2C3=NC=NC(=C3N=C2)O)C#C)C=C1 [(2R,3S,5R)-2-Ethynyl-5-(6-hydroxypurin-9-yl)-3-(4-methylbenzoyl)oxy-tetrahydrofuran-2-yl]methyl 4-methylbenzoate